O1C(=CC2=C1C=CC=C2)C2=CC=C(C=C2)NC(CC2=CC=C(C=C2)OC(F)(F)F)=O N-(4-(benzofuran-2-yl)phenyl)-2-(4-(trifluoromethoxy)phenyl)acetamide